C(C)(C)(C)OC(=O)NC1CN(C2=CC=CC=C2C1)C=1C=C2C=CN(C2=CC1)C(=O)OC(C)(C)C tert-butyl 5-(3-((tert-butoxycarbonyl) amino)-3,4-dihydroquinolin-1(2H)-yl)-1H-indole-1-carboxylate